methyl 2-chloro-4-((9-cyclopentyl-7,7-difluoro-5-methyl-6-oxo-6,7,8,9-tetrahydro-5H-pyrimido[4,5-b][1,4]diazepin-2-yl)amino)-5-methoxybenzoate ClC1=C(C(=O)OC)C=C(C(=C1)NC=1N=CC2=C(N(CC(C(N2C)=O)(F)F)C2CCCC2)N1)OC